2-amino-6-borono-2-(2-(piperidin-2-yl)ethyl)hexanoic acid NC(C(=O)O)(CCCCB(O)O)CCC1NCCCC1